NC1=C2N(C(N(C2=NC=N1)[C@H]1[C@@H](CN(CC1)C1CCN(CC1)C1CN(C1)C=1C=CC(=NC1)C(=O)N[C@H]1C(NC(CC1)=O)=O)F)=O)C1=CC=C(C=C1)OC1=CC=CC=C1 |o1:35| rel-5-{3-[(3R,4R)-4-[6-amino-8-oxo-7-(4-phenoxyphenyl)purin-9-yl]-3-fluoro-[1,4'-bipiperidin]-1'-yl]azetidin-1-yl}-N-(2,6-dioxopiperidin-3-yl)pyridine-2-carboxamide